N-(6-(4-cyanophenyl)thiazolo[4,5-b]pyrazin-2-yl)-3-(2-methoxyphenyl)pyridine-2-methanol C(#N)C1=CC=C(C=C1)C=1N=C2C(=NC1)N=C(S2)N2C(C(=CC=C2)C2=C(C=CC=C2)OC)CO